FC1=CC=C(C=C1)CCCNC1=NC=NC=N1 6-((3-(4-fluorophenyl)propyl)amino)-1,3,5-triazin